COC=1N=C2C(=CC=NC2=CC1OC)OC1=CC=C(C=N1)NC(=O)C1(CC1)C(=O)NC1=CC=C(C=C1)F 1-N'-[6-[(6,7-dimethoxy-1,5-naphthyridin-4-yl)oxy]pyridin-3-yl]-1-N-(4-fluorophenyl)cyclopropane-1,1-dicarboxamide